BrC=1C=C2C(=NC1)NC=C2C(=O)C=2C(=C(C=CC2F)NS(=O)(=O)N2C(OCC2)=O)F N-(3-{5-bromo-1H-pyrrolo[2,3-b]pyridine-3-carbonyl}-2,4-difluorophenyl)-2-oxo-1,3-oxazolidine-3-sulfonamide